ClC1=C(C=CC=C1F)C=1CCCC2=C(C1C1=CC=C(C=C1)O[C@@H]1CN(CC1)CCCF)C=CC(=C2)O (S)-8-(2-chloro-3-fluorophenyl)-9-(4-((1-(3-fluoropropyl)pyrrolidin-3-yl)oxy)phenyl)-6,7-dihydro-5H-benzo[7]annulen-3-ol